C(C1=CC=CC=C1)OC(=O)N1C=C(C(=C1)CC)C(CBr)=O 3-(2-bromoacetyl)-4-ethylpyrrole-1-carboxylic acid benzyl ester